C(C)(C)OCC1=C2C(=NC3=C1C=1N=CNC(C1S3)=O)CC(OC2)(C)C 11-(Isopropoxymethyl)-8,8-dimethyl-7,10-dihydro-8H-pyrano[3'',4'':5',6']pyrido[3',2':4,5]thieno[3,2-d]pyrimidin-4(3H)-one